NC1=NC=CC2=C1C=CS2 4-amino-thieno[3,2-C]pyridine